([2,3,5,6-tetrafluoro-4-(methoxymethyl) phenyl])Methyl 2,2,3,3-tetramethylcyclopropanecarboxylate CC1(C(C1(C)C)C(=O)OCC1=C(C(=C(C(=C1F)F)COC)F)F)C